ClCCCC(=O)NC=1C(C=2C(=CC=NC2C(C1N1CCN(CC1)C)=O)\C=C\C1=CC=C(C=C1)F)=O (E)-4-chloro-N-(4-(4-fluoro-styryl)-7-(4-methylpiperazin-1-yl)-5,8-dioxo-5,8-dihydroquinolin-6-yl)butanamide